C(C)(C)(C)OC(=O)N(C(C(=O)OC)C)C\C=C\B1OC(C(O1)(C)C)(C)C Methyl 2-[tert-butoxycarbonyl-[(E)-3-(4,4,5,5-tetramethyl-1,3,2-dioxaborolan-2-yl)allyl]amino]-propanoate